N1=C(C=CC=C1)C1=NC=CC=C1.[Co] Cobalt Bipyridine